C1OC2=C(O1)C(=C3C(=O)C=COC3=C2)O The molecule is a member of the class of chromones that is chromone substituted by a hydroxy group at position 5 and a methylenedioxy group across positions 6 and 7. It has been isolated from Pisonia aculeata. It has a role as a metabolite and a plant metabolite. It is a member of chromones, a member of phenols and an organic heterotricyclic compound.